C(C1=CC(=C(C(=C1)C)C1(CCCCC1)C(=O)N)C)C1=CC(=C(C(=C1)C)C1(CCCCC1)C(=O)N)C N'-[methylenebis(2,6-dimethyl-4,1-phenylene)]bis-[cyclohexanecarboxamide]